CN1N=C2C=C(C(=CC2=C1)NC(=O)N1CCC=2C1=NC=CC2N2C[C@H](N([C@H](C2)C)C(=O)OC(C)(C)C)C)C tert-butyl (2R,6S)-4-(1-((2,6-dimethyl-2H-indazol-5-yl)carbamoyl)-2,3-dihydro-1H-pyrrolo[2,3-b]pyridin-4-yl)-2,6-dimethylpiperazine-1-carboxylate